NC(C(=O)O)(CCC1=CC(=CC=C1)O)O 2-Amino-4-[3'-hydroxyphenyl]hydroxybutanoic acid